ClC(C(=O)[O-])CCCCCCCCCCCCCCCCCCCC chlorobehenate